C1(=CC=CC=2C3=CC=CC=C3CC12)COC(=O)N[C@H](C(=O)O)[C@@H](C)[C@H]1OC2(C3(CCCCO3)OC1)OCCCC2 (2S,3R)-2-(fluorenylmethoxycarbonylamino)-3-[(14R)-1,8,13,16-tetraoxadispiro[5.0.5.4]hexadecan-14-yl]butanoic acid